(8-(4-isocyanophenyl)-1,3,4,5-tetrahydro-2H-pyrido[4,3-b]indol-2-yl)(6-methylpyridin-3-yl)methanone [N+](#[C-])C1=CC=C(C=C1)C1=CC=2C3=C(NC2C=C1)CCN(C3)C(=O)C=3C=NC(=CC3)C